O[C@H]1[C@H](N)[C@@H](O)[C@@H](O)[C@H](O1)CO β-D-galactosamine